C(C)OC(=O)C=1N=C(C2=CC=CC=C2C1C1=CC=CC=C1)P(=O)(C=1C=C(C=CC1)C)C=1C=C(C=CC1)C 1-(Di-m-tolylphosphoryl)-4-phenylisoquinoline-3-carboxylic acid ethyl ester